C(COCCOCC(=O)O)(=O)O 3,6-dioxa-suberic acid